CC=1C(=C2C=NNC2=CC1)C1=C2C(=NC(=C1C#N)N1CC3(CN(C3)C(C=C)=O)CC1)C[C@H]1[C@H]2C1 (4bR,5aS)-4-(5-methyl-1H-indazol-4-yl)-2-(2-(2-propenoyl)-2,6-diazaspiro[3.4]octan-6-yl)-4b,5,5a,6-tetrahydrocyclopropa[3,4]cyclopenta[1,2-b]pyridine-3-carbonitrile